5-((2-methoxypyridin-4-yl)amino)-3-(4-(3-methyl-3-phenylureido)phenyl)-1H-pyrazole-4-carboxamide COC1=NC=CC(=C1)NC1=C(C(=NN1)C1=CC=C(C=C1)NC(=O)N(C1=CC=CC=C1)C)C(=O)N